ClC1=C(C=CC=C1)CC(=O)NC1=CC(=NC=C1)CC(=O)NC1=C(C=CC=C1)C(F)F {4-[2-(2-chlorophenyl)acetamido]pyridin-2-yl}-N-[2-(difluoromethyl)phenyl]acetamide